imidazole trifluoromethanesulfonate FC(S(=O)(=O)O)(F)F.N1C=NC=C1